4-[3-chloro-4-(cyclopropylmethoxy)-2-fluoro-anilino]-6-[(3S)-1-prop-2-enoylpyrrolidin-3-yl]oxy-1,5-naphthyridine-3-carbonitrile ClC=1C(=C(NC2=C(C=NC3=CC=C(N=C23)O[C@@H]2CN(CC2)C(C=C)=O)C#N)C=CC1OCC1CC1)F